C(C)OC(C(\C(=C\N(C)C)\C1=CC=CC=C1)=O)=O (E)-4-(dimethylamino)-2-oxo-3-phenylbut-3-enoic acid ethyl ester